4-[2-(4-chloro-2-fluorophenyl)-2-methyl-2H-1,3-benzodioxol-4-yl]-3,3-difluoropiperidine TFA salt OC(=O)C(F)(F)F.ClC1=CC(=C(C=C1)C1(OC2=C(O1)C=CC=C2C2C(CNCC2)(F)F)C)F